methyl 4-(4-oxocyclohexyl)benzoate O=C1CCC(CC1)C1=CC=C(C(=O)OC)C=C1